BrC=1C=NC(=C2C=C(C=NC12)C#N)N1C[C@H](N([C@H](C1)C)C(=O)OC(C)(C)C)C tert-butyl (2R,6S)-4-(8-bromo-3-cyano-1,6-naphthyridin-5-yl)-2,6-dimethyl-piperazine-1-carboxylate